Cl.NC1C2CN(CC1C2)C2=NC(=C(C=1N2C=CN1)C1=CC(=C(C=C1)OC)F)C1=CC(=C(C#N)C=C1)F 4-(5-(6-amino-3-azabicyclo[3.1.1]heptane-3-yl)-8-(3-fluoro-4-methoxyphenyl)imidazolo[1,2-c]pyrimidin-7-yl)-2-fluorobenzonitrile hydrochloride